C1(CC(C(C1)([2H])[2H])([2H])[2H])N1C(C2=CC=C(C=C2C1)O)=O 2-(cyclopentyl-3,3,4,4-d4)-5-hydroxyisoindolin-1-one